N1=C(C=CC=C1)C1=CC=CN=N1 6-pyridyl-pyridazine